N1C=CC=2N1C=CNC2 5H-pyrazolo[1,5-a]pyrazine